CC1=C(C(=NO1)C1[C@H]2CN(C[C@@H]12)C(=O)O)C1=CC=CC=C1 (1R,5S,6r)-6-(5-methyl-4-phenyl-1,2-oxazol-3-yl)-3-azabicyclo[3.1.0]Hexane-3-carboxylic acid